isopropyl (R)-2-amino-2-(4-(1-cyclopropyl-1H-1,2,3-triazol-4-yl)-2-fluorophenyl)-4,4-dimethylpentanoate N[C@](C(=O)OC(C)C)(CC(C)(C)C)C1=C(C=C(C=C1)C=1N=NN(C1)C1CC1)F